FC1=C(C2=C(C=C(C=C2C=C1)OCOC)C1=C(C=2N=C(N=C(C2C(=N1)OC)N1CCCCC1)S(=O)(=O)C)F)C#C[Si](C(C)C)(C(C)C)C(C)C 2-[2-fluoro-8-[8-fluoro-5-methoxy-2-methylsulfonyl-4-(1-piperidyl)pyrido[4,3-d]pyrimidin-7-yl]-6-(methoxymethoxy)-1-naphthyl]ethynyl-triisopropyl-silane